COCCOCCOCCO 2-[2-(2-methoxyethoxy)ethoxy]ethan-1-ol